6-(trifluoromethyl)pyrazin-2-amine hydrochloride Cl.FC(C1=CN=CC(=N1)N)(F)F